isopropyl trans-N-[4-[5-[2-(dimethylsulfamoyl)-4-(1H-imidazol-2-ylamino)phenyl]thiaol-2-yl]cyclohexyl]carbamate CN(S(=O)(=O)C1=C(C=CC(=C1)NC=1NC=CN1)C1=CC=C(S1)[C@@H]1CC[C@H](CC1)NC(OC(C)C)=O)C